C(CCC)C1=NC=2C(=C3C(=NC2N)C=CS3)N1CC1=CC=C(C=C1)CN1CCCCC1 2-butyl-1-(4-(piperidin-1-ylmethyl)benzyl)-1H-imidazo[4,5-d]thieno[3,2-b]pyridin-4-amine